NC1=NC=2C=C(C(=CC2C2=C1COC2)C(=O)N([C@@H]2COC1=C2C=CC(=C1)S(F)(F)(F)(F)F)C)F 4-amino-7-fluoro-N-methyl-N-((3S)-6-(pentafluoro-lambda6-sulfanyl)-2,3-dihydro-1-benzofuran-3-yl)-1,3-dihydrofuro[3,4-c]quinoline-8-carboxamide